[2-[6-(3-chloro-1,2,4-triazol-1-yl)-3-ethylsulfonyl-2-pyridyl]-1-methyl-benzimidazol-5-yl]-ethylimino-oxo-(trifluoromethyl)-λ6-sulfane ClC1=NN(C=N1)C1=CC=C(C(=N1)C1=NC2=C(N1C)C=CC(=C2)S(C(F)(F)F)(=O)=NCC)S(=O)(=O)CC